C(CCCCCCC\C=C/CCCCCCCCCC)(=O)O (Z)-icos-9-enoic acid